C(C1=CC=CC=C1)OC1=NNC(=C1I)C(=O)OC Methyl 3-(benzyloxy)-4-iodo-1H-pyrazole-5-carboxylate